(anthracene-9-yl-d9)boric acid C1(=C(C(=C(C=2C(=C3C(=C(C(=C(C3=C(C12)OB(O)O)[2H])[2H])[2H])[2H])[2H])[2H])[2H])[2H])[2H]